methoxy-o-terphenyl COC1=C(C=CC=C1)C=1C(=CC=CC1)C1=CC=CC=C1